C1CC12CCN(CC2)C2=C(C1=CC=CC=C1C(=C2)Br)C(=O)NC=2C=C1C=CC=NC1=C(C2F)N2CCC(CC2)(F)F 2-{6-azaspiro[2.5]oct-6-yl}-4-bromo-N-[8-(4,4-difluoropiperidin-1-yl)-7-fluoroquinolin-6-yl]naphthalene-1-carboxamide